FC=1C(=C(C=NC1OC)C=1CCN(CC1)C(=O)OC(C)(C)C)C Tert-butyl 4-(5-fluoro-6-methoxy-4-methyl-3-pyridyl)-3,6-dihydro-2H-pyridine-1-carboxylate